Sodium 2-oxopropanoate O=C(C(=O)[O-])C.[Na+]